(S)-1-(3-chlorophenethyl)-3-((4-(methylsulfonyl)phenoxy)methyl)piperazine ClC=1C=C(CCN2C[C@H](NCC2)COC2=CC=C(C=C2)S(=O)(=O)C)C=CC1